O1C(=CC2=C1C=CC=C2)C2CCN(CC2)C(=O)C2CC1(C2)NCOC1 (2s,4s)-2-(4-(Benzofuran-2-yl)piperidine-1-carbonyl)-7-oxa-5-azaspiro[3.4]octan